9-(1-(9H-carbazol-9-yl)-8-chlorodibenzo[b,d]furan-3-yl)-9H-3,9'-bicarbazole C1=CC=CC=2C3=CC=CC=C3N(C12)C1=CC(=CC=2OC3=C(C21)C=C(C=C3)Cl)N3C2=CC=CC=C2C=2C=C(C=CC32)N3C2=CC=CC=C2C=2C=CC=CC32